1-[4-(1,3-benzoxazol-2-yloxy)-3-methoxyphenyl]-3-methylpentan-3-ol O1C(=NC2=C1C=CC=C2)OC2=C(C=C(C=C2)CCC(CC)(O)C)OC